N[C@H](C(C)(O)C)C(C)C (S)-3-amino-2,4-dimethylpentan-2-ol